BrC1=C(C(=C(C(=C1F)F)F)F)SC (2-bromo-3,4,5,6-tetrafluorophenyl)(methyl)sulfane